[6-(3,5-difluoro-N-(2-methoxyacetyl)anilino)-2-[(2,2-dimethylcyclobutyl) carbamoyl]-3-pyridyl]2-methoxyacetate FC=1C=C(N(C(COC)=O)C2=CC=C(C(=N2)C(NC2C(CC2)(C)C)=O)OC(COC)=O)C=C(C1)F